(1S,5R)-3-(8-cyanoquinolin-5-yl)-N'-(2-(2,2,6,6-tetramethylpiperidin-4-yl)acetyl)-5-(trifluoromethyl)-3-azabicyclo[3.1.0]hexane-1-carbohydrazide C(#N)C=1C=CC(=C2C=CC=NC12)N1C[C@@]2(C[C@@]2(C1)C(F)(F)F)C(=O)NNC(CC1CC(NC(C1)(C)C)(C)C)=O